2-((3,5-dicyano-6-(4-(cyclopropylamino)piperidin-1-yl)-4-ethylpyridin-2-yl)sulfanyl)-2-phenylacetamide C(#N)C=1C(=NC(=C(C1CC)C#N)N1CCC(CC1)NC1CC1)SC(C(=O)N)C1=CC=CC=C1